N-[1-(6-{[(1R,3R)-3-aminocyclopentyl]oxy}-2'-cyclobutyl-3'-fluoro[1,1'-biphenyl]-3-yl)-3-methyl-1H-pyrazol-5-yl]methanesulfonamide N[C@H]1C[C@@H](CC1)OC1=CC=C(C=C1C1=C(C(=CC=C1)F)C1CCC1)N1N=C(C=C1NS(=O)(=O)C)C